(1R,2S,3R,5R)-5-(((2-amino-3-bromoquinolin-7-yl)oxy)methyl)-3-(4-amino-7H-pyrrolo[2,3-d]pyrimidin-7-yl)-1,5-dimethylcyclopentane-1,2-diol NC1=NC2=CC(=CC=C2C=C1Br)OC[C@]1(C[C@H]([C@@H]([C@@]1(O)C)O)N1C=CC2=C1N=CN=C2N)C